COC(CCC1CN(CCC1=O)C(=O)OC(C)(C)C)=O tert-butyl 3-(3-methoxy-3-oxopropyl)-4-oxopiperidine-1-carboxylate